C1(CC1)C\C=C/C(=O)OC(C)(C)C tert-butyl (Z)-4-cyclopropylbut-2-enoate